Cl.Cl.N[C@H](C(=O)OCC)CCCCCCCC1=NC=2NCCCC2C=C1 ethyl (2S)-2-amino-9-(5,6,7,8-tetrahydro-1,8-naphthyridin-2-yl)nonanoate bishydrochloride salt